7-Isopropoxy-2-(1-methyl-2-oxabicyclo[2.1.1]hexan-4-yl)imidazo[1,2-a]pyridine-6-carboxylic acid C(C)(C)OC1=CC=2N(C=C1C(=O)O)C=C(N2)C21COC(C2)(C1)C